1-(4-Chlorobenzyl)-1-methyl-3-(4-methyl-3-(pyridin-4-yl)-1H-pyrazol-5-yl)urea ClC1=CC=C(CN(C(=O)NC2=C(C(=NN2)C2=CC=NC=C2)C)C)C=C1